NC1=NC=CC=C1C(C#CC1CCCCC1)=O 1-(2-aminopyridin-3-yl)-3-cyclohexylprop-2-yn-1-one